C(CC)C=1C(=C(C(=O)OC(CCCC)CC)C=CC1)CCC 5-heptanol di-n-propyl-benzoate